C1CCC2=CC(=CC=C12)CN[C@H](C(=O)O)CCC(C)(C)C (2S)-2-{[(2,3-dihydro-1H-inden-5-yl)methyl]amino}-5,5-dimethylhexanoic acid